FC(C(=O)O)(F)F.ClC=1C(=NC=C(C(=O)O)C1)N1CCNCC1 5-chloro-6-(piperazin-1-yl)nicotinic acid trifluoroacetate